C(C)(C)(C)OC(NCC1(CCNCC1)OC)=O ((4-methoxypiperidin-4-yl)methyl)carbamic acid tert-butyl ester